6-(3-(aminomethyl)-3-methylpyrrolidin-1-yl)-3-(2,3-dichlorophenoxy)-1,5-dihydro-4H-pyrazolo[3,4-d]pyrimidin-4-one NCC1(CN(CC1)C=1NC(C2=C(N1)NN=C2OC2=C(C(=CC=C2)Cl)Cl)=O)C